CCN1CCOCC1=O N-ethylmorpholinone